Cl.Cl.C1NCC=2C=NC(=CC21)N 2,3-Dihydro-1H-pyrrolo[3,4-c]pyridin-6-amine dihydrochloride